ClC=1C(=CC2=C(N(C=N2)C2CC2)C1)C#CC1=NN(C(=C1C(=O)N)NC)[C@@H]1CN([C@H](C1)COC)C(C#CC(C)(C)O)=O 3-[2-(6-chloro-1-cyclopropyl-1,3-benzodiazol-5-yl)ethynyl]-1-[(3S,5R)-1-(4-hydroxy-4-methylpent-2-ynoyl)-5-(methoxymethyl)pyrrolidin-3-yl]-5-(methylamino)pyrazole-4-carboxamide